Cl.N1=CNC2=NC=CC=C21 3H-imidazo[4,5-b]pyridine hydrochloride